7-(4-(cyclopropylmethoxy)-5-(1-ethylpiperidin-4-yl)-1H-benzo[d]imidazol-2-yl)-6-methoxy-1H-Pyrrolo[3,2-c]pyridine-3-carbonitrile C1(CC1)COC1=C(C=CC=2NC(=NC21)C=2C1=C(C=NC2OC)C(=CN1)C#N)C1CCN(CC1)CC